N-Ethyl-N-(morpholin-2-ylmethyl)ethylamine hydrochloride Cl.C(C)N(CC1CNCCO1)CC